2-cyclobutyl-5-(3-(difluoromethyl)imidazo[1,2-a]pyridin-6-yl)-7H-pyrrolo[2,3-d]pyrimidine C1(CCC1)C=1N=CC2=C(N1)NC=C2C=2C=CC=1N(C2)C(=CN1)C(F)F